C(C)C=1O[C@H]([C@@](N1)(C1=CC=CC=C1)C)C(=O)C1=CC=CC=C1 (trans-2-ethyl-4-methyl-4-phenyl-4,5-dihydrooxazol-5-yl)(phenyl)methanone